ClCC(CCl)N1C[C@H](CC1)OC (S)-1-(1,3-dichloroprop-2-yl)-3-methoxypyrrolidine